C1(=CC=CC=C1)N1C=NC2=NC=CN=C21 3-phenyl-3H-imidazo[4,5-b]pyrazine